rac-(1S*,2S*)-2-(3-Chlorophenyl)cyclopropane-1-carboxamide ClC=1C=C(C=CC1)[C@@H]1[C@H](C1)C(=O)N |r|